ClC=1C(=NC=CC1)N1N=C(C=C1C(=O)NC=1C(=CC=2N(C1C(=O)NC1COC1)N=CC2)C)C(F)(F)F 6-(1-(3-Chloropyridin-2-yl)-3-(trifluoromethyl)-1H-pyrazol-5-carboxamido)-5-methyl-N-(oxetan-3-yl)pyrazolo[1,5-a]pyridin-7-carboxamid